NC1=NC=NC=2N(C3=CC=C(C=C3C21)O)CC(=O)N2[C@@H]1C[C@@]1(C[C@H]2C(=O)NC2=NC(=CC=C2)Br)C (1R,3S,5R)-2-(2-(4-amino-6-hydroxy-9H-pyrimido[4,5-b]indol-9-yl)acetyl)-N-(6-bromopyridin-2-yl)-5-methyl-2-azabicyclo[3.1.0]hexane-3-carboxamide